COCCNCC1=CC(=C2CNC(C2=C1)=O)C(F)(F)F 6-{[(2-Methoxyethyl)amino]methyl}-4-(trifluoromethyl)-2,3-dihydroisoindol-1-one